trans-3-fluoro-4-[4-(p-toluenesulfonyloxy)-1-piperidinyl]piperidine-1-carboxylic acid tert-butyl ester C(C)(C)(C)OC(=O)N1C[C@H]([C@@H](CC1)N1CCC(CC1)OS(=O)(=O)C1=CC=C(C)C=C1)F